C(C)(C)(C)OC(=O)N[C@H]1CNC[C@H]1F ((3S,4R)-4-fluoropyrrolidin-3-yl)aminocarboxylic acid tert-butyl ester